ClC1=C(C=CC=C1)[C@@H]1[C@H](COC(C1)(C)C)C(=O)OC |r| rac-methyl (3R,4S)-4-(2-chlorophenyl)-6,6-dimethyltetrahydro-2H-pyran-3-carboxylate